FC(CNC1=C(C(=O)O)C=CC=C1)(F)F 2-((2,2,2-trifluoroethyl)amino)benzoic acid